17-amino-13-methyl-6-phenyl-15-(trifluoromethyl)-19-oxa-3,4,13,18-tetrazatricyclo[12.3.1.12,5]nonadeca-1(18),2,4,14,16-pentaen-6-ol NC1=CC(=C2N(CCCCCCC(C3=NN=C(C1=N2)O3)(O)C3=CC=CC=C3)C)C(F)(F)F